COC=1C=C(C=C(C1)OC)NC(=O)NC N-(3,5-dimethoxyphenyl)-N'-methylurea